C(C1=CC=CC=C1)N1C(C2=C(C=C1)CCN2C([C@H](C2CCCCC2)NC(OC(C)(C)C)=O)=O)=O tert-butyl (S)-(2-(6-benzyl-7-oxo-2,3,6,7-tetrahydro-1H-pyrrolo[2,3-c]pyridin-1-yl)-1-cyclohexyl-2-oxoethyl)carbamate